CSC=1C=C(C=C(C1)C=1C=NNC1)SC1=CC=C(S1)CNC(OC(C)(C)C)=O tert-butyl ((5-((3-(methylthio)-5-(1H-pyrazol-4-yl)phenyl)thio)thiophen-2-yl)methyl)carbamate